ClC=1C=CC(=NC1)C(=O)C1=NC=C(C(=C1)I)F (5-CHLOROPYRIDIN-2-YL)(5-FLUORO-4-IODOPYRIDIN-2-YL)METHANONE